2-chloro-10-(3-(dimethylamino)propyl)-10H-phenothiazine 5-oxide ClC1=CC=2N(C3=CC=CC=C3S(C2C=C1)=O)CCCN(C)C